OC=1C=C(CN2CCC3(C(N(C(N3CCN3CCOCC3)=O)CC3=NC(=NO3)C3=CC(=C(C=C3)OC3=C(C=CC=C3)S(=O)(=O)CC(C)C)C(F)(F)F)=O)CC2)C=C(C1)O 8-(3,5-Dihydroxybenzyl)-3-((3-(4-(2-(isobutylsulfonyl)phenoxy)-3-(trifluoromethyl)phenyl)-1,2,4-oxadiazol-5-yl)methyl)-1-(2-morpholinoethyl)-1,3,8-triazaspiro[4.5]decane-2,4-dione